N1C=CC=2C1=NC=C(C2)CN[C@@H]2C[C@H]([C@H](CC2)NCC2=C(C=CC=C2)OCC)F (1S,2R,4S)-N4-((1H-Pyrrolo[2,3-b]pyridin-5-yl)methyl)-N1-(2-ethoxybenzyl)-2-fluorocyclohexane-1,4-diamine